3-methyl-8-fluoro-5-phenyl-1-oxa-5-azaspiro[5.5]undec-7,10-diene-4,9-dione CC1COC2(N(C1=O)C1=CC=CC=C1)C=C(C(C=C2)=O)F